ruthenium tris-bipyridine N1=C(C=CC=C1)C1=NC=CC=C1.N1=C(C=CC=C1)C1=NC=CC=C1.N1=C(C=CC=C1)C1=NC=CC=C1.[Ru]